(4-fluorophenoxy)-6-(4-methyl-1H-imidazol-1-yl)isoquinoline FC1=CC=C(OC2=NC=CC3=CC(=CC=C23)N2C=NC(=C2)C)C=C1